(Cis)-4-(4-bromo-2-oxo-2,3-dihydro-1H-1,3-benzodiazol-1-yl)-N-(4-fluoro-3-methoxyphenyl)cyclohexane-1-carboxamide silver-indium-gallium sulfur [S].[Ga].[In].[Ag].BrC1=CC=CC=2N(C(NC21)=O)[C@H]2CC[C@H](CC2)C(=O)NC2=CC(=C(C=C2)F)OC